FC(C=1C=C(C(=O)Cl)C=CC1C(F)(F)F)(F)F 3,4-bistrifluoromethylbenzoyl chloride